amino-1-butanol NC(CCC)O